N-[(2E)-3-(benzenesulfonyl)prop-2-en-1-yl]-2-oxo-6-(2-phenyl-2H-1,2,3-triazole-4-carbonyl)-1,2,5,6,7,8-hexahydro-1,6-naphthyridine-3-carboxamide C1(=CC=CC=C1)S(=O)(=O)/C=C/CNC(=O)C=1C(NC=2CCN(CC2C1)C(=O)C1=NN(N=C1)C1=CC=CC=C1)=O